Trans-3-((4-methoxy-5-(quinoxalin-6-yl)pyrrolo[2,1-f][1,2,4]triazin-2-yl)amino)-N,1-dimethylcyclobutane-1-carboxamide COC1=NC(=NN2C1=C(C=C2)C=2C=C1N=CC=NC1=CC2)NC2CC(C2)(C(=O)NC)C